Cl.FC(OCCCN1C(CCCC1)C(=O)N)(F)F [3-(trifluoromethoxy)propyl]piperidine-2-carboxamide hydrochloride